[Ga].[Al].[Gd] gadolinium aluminum Gallium